3-(4-methoxyphenyl)-N-(4-((5-methylpyrazolo[1,5-a]pyrimidin-7-yl)oxy)phenyl)-2,4-dioxo-1,2,3,4-tetrahydropyrimidine-5-carboxamide COC1=CC=C(C=C1)N1C(NC=C(C1=O)C(=O)NC1=CC=C(C=C1)OC1=CC(=NC=2N1N=CC2)C)=O